(E)-tridec-2-enenitrile C(\C=C\CCCCCCCCCC)#N